S1C(=CC=C1O)O thiophene-2,5-diol